7-{4-(trifluoromethyl)phenoxy}chroman-4-amine FC(C1=CC=C(OC2=CC=C3C(CCOC3=C2)N)C=C1)(F)F